3-(cyclopropylmethyl)-1-[3-(2-methoxyphenyl)-1H-pyrrolo[2,3-b]pyridin-6-yl]urea C1(CC1)CNC(NC1=CC=C2C(=N1)NC=C2C2=C(C=CC=C2)OC)=O